copper thiooxide indium [In].S=O.[Cu]